Cl.Cl.N1=C(N=CC=C1)N1CC(C1)N 1-(pyrimidin-2-yl)azetidin-3-amine dihydrochloride